1-(4-(4-cyanobenzyl)benzyl)-1H-pyrazole-4-carboxamide C(#N)C1=CC=C(CC2=CC=C(CN3N=CC(=C3)C(=O)N)C=C2)C=C1